8-[(4,6-difluoroindolin-1-yl)methyl]-N,N-dimethyl-2-morpholino-4-oxo-chromene-6-carboxamide FC1=C2CCN(C2=CC(=C1)F)CC=1C=C(C=C2C(C=C(OC12)N1CCOCC1)=O)C(=O)N(C)C